C(#N)C1=CC(=C(C(=C1)C)B(O)O)C 4-cyano-2,6-dimethylphenylboronic acid